OC1([C@H](O)[C@H](O)[C@@H](O)[C@H](O1)CO)O alpha-gulonic acid